OC1CCN(CC1)C=1C=CC(=NC1)NC=1C=CC(=C2CNC(C12)=O)C1=CN=C2N(N=CC=C21)C 7-((5-(4-hydroxypiperidin-1-yl)pyridin-2-yl)amino)-4-(1-methyl-1H-pyrrolo[2,3-c]pyridazin-5-yl)isoindolin-1-one